Cl.NCC1=NN=C(O1)C1CCN(CC1)CC=1C=C(C=C(C1)C=1C(=NOC1C)C)O 3-((4-(5-(aminomethyl)-1,3,4-oxadiazol-2-yl)piperidin-1-yl)methyl)-5-(3,5-dimethylisoxazol-4-yl)phenol hydrochloride